tert-butyl N-[4-oxo-4-[4-[5-(trifluoromethyl)pyrimidin-2-yl]piperazin-1-yl]butyl]carbamate O=C(CCCNC(OC(C)(C)C)=O)N1CCN(CC1)C1=NC=C(C=N1)C(F)(F)F